The molecule is a pyrrolizine alkaloid that is produced by a hybrid species of Jacobaea. It has a role as a Jacobaea metabolite. It is a macrocyclic lactone, an olefinic compound, a pyrrolizine alkaloid, a tertiary alcohol, a tertiary amine oxide and an organic heterotricyclic compound. It derives from a seneciphylline. C/C=C\\1/CC(=C)[C@@](C(=O)OCC2=CC[N+]3([C@H]2[C@@H](CC3)OC1=O)[O-])(C)O